N-(1-cyclobutyl-3-(3,3-difluoro-cyclobutyl)-4-methyl-1H-pyrazol-5-yl)-2-(3,3-difluorocyclobutyl)acetamide C1(CCC1)N1N=C(C(=C1NC(CC1CC(C1)(F)F)=O)C)C1CC(C1)(F)F